4-((2R,4s,6S)-2-cyano-7-((5-methoxy-7-methyl-1H-indol-4-yl)methyl)-7-azaspiro[3.5]nonan-6-yl)-N-((1-(2,2,2-trifluoroethyl)azetidin-3-yl)methyl)benzamide C(#N)C1CC2(C1)C[C@H](N(CC2)CC2=C1C=CNC1=C(C=C2OC)C)C2=CC=C(C(=O)NCC1CN(C1)CC(F)(F)F)C=C2